NC1=NC=C(C2=C1C(=C(S2)C2=C(C=C(C=C2)NC(C(=C)C)=O)C)C2=NC=C(C=C2)OC2=NC=CC(=N2)C)Br N-(4-(4-amino-7-bromo-3-(5-((4-methylpyrimidin-2-yl)oxy)pyridin-2-yl)thieno[3,2-c]pyridin-2-yl)-3-methylphenyl)methacrylamide